ClC1=C(C(=O)NC(NC=2C(=NC=NC2C(C)C)C(C)C)=O)C=C(C(=N1)Cl)Cl 2,5,6-trichloro-N-((4,6-diisopropylpyrimidin-5-yl)carbamoyl)nicotinamide